N-((4-(((1-ethoxy-1-phospha-cyclohex-4-yl)methyl)amino)-3-nitrophenyl)sulfonyl)benzamide C(C)OP1CCC(CC1)CNC1=C(C=C(C=C1)S(=O)(=O)NC(C1=CC=CC=C1)=O)[N+](=O)[O-]